4-(4-(4-Fluorophenyl)-1-(2,2,2-trifluoroethyl)-1H-imidazol-5-yl)-N-(tetrahydro-2H-pyran-4-yl)pyrimidin-2-amine FC1=CC=C(C=C1)C=1N=CN(C1C1=NC(=NC=C1)NC1CCOCC1)CC(F)(F)F